NC1=C(C=CC(=C1F)NCC1=CC=C(C=C1)C(F)(F)F)NC([C@@H]([C@@H](CCCCCCC)F)F)=O (2S,3R)-N-(2-amino-3-fluoro-4-((4-(trifluoromethyl)benzyl)amino)phenyl)-2,3-difluorodecanamide